5-(4'-Fluoro-2-(trifluoromethyl)-[1,1'-biphenyl]-4-yl)-6,6-dimethyl-3,6-dihydro-2H-1,3,4-oxadiazin-2-one FC1=CC=C(C=C1)C1=C(C=C(C=C1)C1=NNC(OC1(C)C)=O)C(F)(F)F